1-(3-(chroman-6-yl)-6-(4,4,4-trifluorobutyl)pyrazin-2-yl)piperidine-4-carboxylic acid O1CCCC2=CC(=CC=C12)C=1C(=NC(=CN1)CCCC(F)(F)F)N1CCC(CC1)C(=O)O